2-(3-(hydroxymethyl)-4-(1-methyl-5-(5-(4-(oxetan-3-yl)piperazin-1-yl)pyridine-2-ylamino)-6-oxo-1,6-dihydropyridin-3-yl)pyridin-2-yl)-6,7,8,9-tetrahydropyrazino[1,2-a]indol-1(2H)-one OCC=1C(=NC=CC1C1=CN(C(C(=C1)NC1=NC=C(C=C1)N1CCN(CC1)C1COC1)=O)C)N1C(C=2N(C=3CCCCC3C2)C=C1)=O